C1(=CC=CC=C1)C1=NC(=NC(=N1)C1=CC=CC=C1)C=1C=C(C=CC1)C1=C(C(=NC(=C1)N1C2=C(C=3C=CC=CC13)N=CC=C2)N2C1=C(C=3C=CC=CC23)N=CC=C1)N1C2=C(C=3C=CC=CC13)N=CC=C2 5,5',5''-(4-(3-(4,6-diphenyl-1,3,5-triazin-2-yl)phenyl)pyridine-2,3,6-triyl)tris(5H-pyrido[3,2-b]indole)